tert-butyl 7-((5-((3s,4s)-4-fluoro-3-hydroxypiperidin-1-yl) pyridin-2-yl) amino)-4-(imidazo[1,2-a]pyrazin-3-yl)-1-oxoisoindoline-2-carboxylate F[C@@H]1[C@H](CN(CC1)C=1C=CC(=NC1)NC=1C=CC(=C2CN(C(C12)=O)C(=O)OC(C)(C)C)C1=CN=C2N1C=CN=C2)O